methyl 3-(chlorosulfonyl)-1-methyl-1H-pyrazole-5-carboxylate ClS(=O)(=O)C1=NN(C(=C1)C(=O)OC)C